CN(C(CCC(C(=O)[O-])C)=O)C 5-(dimethylamino)-2-methyl-5-oxo-pentanoate